CN1CCN(CC1)S(=O)(=O)C1=C(C=C(N)C=C1)N1CCCC1 4-(4-methylpiperazin-1-yl)sulfonyl-3-pyrrolidin-1-ylaniline